(Ra)-6-(1-([1,1'-Biphenyl]-4-ylmethyl)-4-fluoro-1H-indazol-7-carboxamido)spiro[3.3]heptan C1(=CC=C(C=C1)CN1N=CC2=C(C=CC(=C12)C(=O)NC1CC2(CCC2)C1)F)C1=CC=CC=C1